BrC=1C=CC(=C(C#N)C1)N1C=NC(=C1)C1CC1 5-bromo-2-(4-cyclopropylimidazol-1-yl)benzonitrile